N1N=CC(=C1)C=1C=C(CNC(OCCC=2C(OC3=CC(=CC=C3C2C)N(CC)CC)=O)=O)C=CC1 2-(7-(diethylamino)-4-methyl-2-oxo-2H-chromen-3-yl)ethyl (3-(1H-pyrazol-4-yl)benzyl)carbamate